C(C1=CC=CC=C1)OC(=O)NCC(=O)N1C(CN(CC1)C(=O)OC(C)(C)C)C=O tert-butyl 4-(2-(((benzyloxy) carbonyl) amino) acetyl)-3-formylpiperazine-1-carboxylate